O1C(=CC=C1)C1=NN2C(=NC=3C=CC=CC3C2=N1)NC=1C(N=CC=NC1)=O (6R)-6-{[2-(furan-2-yl)[1,2,4]triazolo[1,5-c]quinazolin-5-yl]amino}-1,4-diazepin-5-one